2-(10-hydroxydecyl)-5,6-dimethoxy-3-methyl-cyclohexa-2,5-dien-1,4-dion OCCCCCCCCCCC=1C(C(=C(C(C1C)=O)OC)OC)=O